BrCCCCCCCCC/C=C/CCO (3E)-13-bromo-3-tridecen-1-ol